13-bromo-21-fluoro-14-hydroxy-4,19-dimethoxy-16,16-dioxo-9-oxa-16λ6-thia-5,17-diazatetracyclo[16.3.1.111,15.02,7]tricosa-1(21),2(7),3,5,11,13,15(23),18(22),19-nonaen-10-one BrC=1C=C2C(OCC=3C=NC(=CC3C3=C(C=C(C(NS(C(C1O)=C2)(=O)=O)=C3)OC)F)OC)=O